5-nitro-2-trimethylsilyl-indole [N+](=O)([O-])C=1C=C2C=C(NC2=CC1)[Si](C)(C)C